CC1=CC(OC2=CC(=CC=C12)C(=O)NC=1C=C2C=CC=NC2=CC1)=O 4-methyl-2-oxo-N-(quinolin-6-yl)-2H-chromene-7-carboxamide